C(C)OC(NC(C(NNC1=CC(=C(C(=C1)Cl)OC=1C=C2CCN(C(C2=CC1)=O)C)Cl)C#N)=O)=O (2-cyano-2-(2-(3,5-dichloro-4-((2-methyl-1-oxo-1,2,3,4-tetrahydroisoquinolin-6-yl)oxy)phenyl)hydrazino)acetyl)carbamic acid ethyl ester